CC(=CC(C)=O)C 4-methylpenteneOne